FC1=C(C(=CC=C1)C)N1CCC(CC1)C1=CC=2C(=NC=CN2)N(C1=O)CC1=NC=CN=C1OC 7-(1-(2-Fluoro-6-methylphenyl)piperidin-4-yl)-5-((3-methoxypyrazin-2-yl)methyl)pyrido[2,3-b]pyrazin-6(5H)-one